(1r,2s)-2-(3-{[6-(methylsulfonyl)-2-methoxy-5-methylpyridin-3-yl]amino}-1H-indazol-6-yl)-5'-methoxyspiro[cyclopropan-1,3'-indol]-2'(1'H)-one CS(=O)(=O)C1=C(C=C(C(=N1)OC)NC1=NNC2=CC(=CC=C12)[C@@H]1C[C@@]12C(NC1=CC=C(C=C21)OC)=O)C